FC(C(=O)N1CC(C1)N1N=C(C2=NC=CC(=C21)N2CC(CCC2)O)C=2C=NC(=CC2)C(F)(F)F)=C 2-fluoro-1-(3-(7-(3-hydroxypiperidin-1-yl)-3-(6-(trifluoromethyl)pyridin-3-yl)-1H-pyrazolo[4,3-b]pyridin-1-yl)azetidin-1-yl)prop-2-en-1-one